C(=O)O.N1CC(CCC1)O piperidin-3-ol formate salt